lithium 5-(2-((tert-butoxycarbonyl) (methyl) amino)-[1,2,4]triazolo[1,5-a]pyridin-7-yl)-2-methoxynicotinate C(C)(C)(C)OC(=O)N(C1=NN2C(C=C(C=C2)C=2C=NC(=C(C(=O)[O-])C2)OC)=N1)C.[Li+]